1-(4-(6-((R)-3-fluoropyrrolidin-1-yl)pyrazin-2-yl)-1H-1,2,3-triazol-1-ylethyl)pyridin-2(1H)-one F[C@H]1CN(CC1)C1=CN=CC(=N1)C=1N=NN(C1)CCN1C(C=CC=C1)=O